2-(4-fluorophenyl)-4-(3-pyrrolylamino)-thieno[2,3-d]pyridazine-7-carboxylic acid amide FC1=CC=C(C=C1)C1=CC=2C(=C(N=NC2NC2=CNC=C2)C(=O)N)S1